methyl (S)-2-((R)-3-(5-(1-((S)-3-(4-hydroxyphenyl)-1-methoxy-1-oxopropan-2-yl)-1H-1,2,3-triazol-5-yl)nicotinamido)-2-oxopyrrolidin-1-yl)-4-methylpentanoate OC1=CC=C(C=C1)C[C@@H](C(=O)OC)N1N=NC=C1C=1C=NC=C(C(=O)N[C@H]2C(N(CC2)[C@H](C(=O)OC)CC(C)C)=O)C1